2,2'-[Methylenebis(4,1-phenyleneoxymethylen)]dioxiran C(C1=CC=C(C=C1)OCC1OC1)C1=CC=C(C=C1)OCC1OC1